CC(C(=O)OC(C)(C)C)CC=O tert-Butyl 2-methyl-4-oxobutanoate